2-ethyl 1-(2-methyl-2-propanyl) (2S)-5-oxo-1,2-pyrrolidinedicarboxylate O=C1CC[C@H](N1C(=O)OC(C)(C)C)C(=O)OCC